N1C(=NC2=C1C=CC=C2)CNC2=NN(C1=NC(=CN=C12)C1CC1)CC1CC(C1)O 3-[(3-{[(1H-benzimidazol-2-yl)methyl]amino}-6-cyclopropyl-1H-pyrazolo[3,4-b]pyrazin-1-yl)methyl]cyclobutan-1-ol